OC(CCS(=O)(=O)[O-])CCCCCCCCCCC 3-hydroxytetradecane-1-sulfonate